7-((4-((5-Cyclopropyl-3-(3,5-dichloropyridin-4-yl)isoxazol-4-yl)methoxy)bicyclo[2.2.2]octan-1-yl)ethynyl)-1-(3-(dimethylamino)azetidin-1-yl)isochinolin C1(CC1)C1=C(C(=NO1)C1=C(C=NC=C1Cl)Cl)COC12CCC(CC1)(CC2)C#CC2=CC=C1C=CN=C(C1=C2)N2CC(C2)N(C)C